N[C@H]1CS(C2=C(N(C1=O)CC1=CC=C(C=C1)Cl)C=C(C(=C2)F)C2=NC(=NO2)CC(F)(F)F)(=O)=O (3R)-3-amino-5-[(4-chlorophenyl)methyl]-8-fluoro-1,1-dioxo-7-[3-(2,2,2-trifluoroethyl)-1,2,4-oxadiazol-5-yl]-2,3-dihydro-1λ6,5-benzothiazepin-4-one